3-(2,4-dihydroxy-3-methylphenyl)-3-(2,4-dihydroxyphenyl)propane-1-one OC1=C(C=CC(=C1C)O)C(CC=O)C1=C(C=C(C=C1)O)O